ClC1=CC=CC(=N1)C(=O)N1CC(C(C12CCCC2)O)(F)F (6-chloropyridin-2-yl)(3,3-difluoro-4-hydroxy-1-azaspiro[4.4]nonan-1-yl)methanone